2-chloro-7-methyl-5-(trifluoromethyl)quinoline ClC1=NC2=CC(=CC(=C2C=C1)C(F)(F)F)C